C(#N)[C@H](CC(=O)SC1=C(C=CC=C1)OC)C1=CC=CC=C1 S-(2-methoxyphenyl) (R)-3-cyano-3-phenylthiopropionate